N-(quinolin-8-yl)-4-pentenamide N1=CC=CC2=CC=CC(=C12)NC(CCC=C)=O